FC1=C(C=C(C=C1)CC1=NNC(C2=CC(=CC=C12)F)=O)C1=CC2=C(NC(=N2)NC(OCC)=O)C=C1 Ethyl (5-(2-fluoro-5-((6-fluoro-4-oxo-3,4-dihydrophthalazin-1-yl)methyl) phenyl)-1H-benzoimidazol-2-yl)carbamate